4-(Difluoromethoxy)-N-(2-(3-(dimethylamino)propoxy)-5-(3'-methyl-2'-oxo-2',3'-dihydrospiro[cyclopropane-1,1'-pyrrolo[2,3-c]quinolin]-8'-yl)pyridin-3-yl)benzenesulfonamide FC(OC1=CC=C(C=C1)S(=O)(=O)NC=1C(=NC=C(C1)C1=CC=2C3=C(C=NC2C=C1)N(C(C31CC1)=O)C)OCCCN(C)C)F